3-fluoro-4-[[2-(6-oxo-2,5-diazaspiro[3.4]octane-2-carbonyl)-2-azaspiro[3.3]heptane-6-yl]methyl]benzonitrile FC=1C=C(C#N)C=CC1CC1CC2(CN(C2)C(=O)N2CC3(C2)NC(CC3)=O)C1